FC1(CCC2(CN(C2)C(=O)OC(C)(C)C)CC1)F tert-butyl 7,7-difluoro-2-azaspiro[3.5]nonane-2-carboxylate